OP(O)(=O)OP(=O)(O)O.[C@@H]1([C@H](O)[C@H](O)[C@@H](CC(=O)[C@H](O)[C@H](O)[C@H](O)CO)O1)N1C=NC=2C(N)=NC=NC12 5'-adenosyl-ribose diphosphate